6'-((1S,2S)-2-(6-(2,4-dimethoxypyrimidin-5-yl)imidazo[1,2-b]pyridazin-8-yl)cyclopropyl)-1'-(3,3,3-trifluoropropyl)spiro[cyclopropane-1,3'-indolin]-2'-one COC1=NC=C(C(=N1)OC)C=1C=C(C=2N(N1)C=CN2)[C@@H]2[C@H](C2)C2=CC=C1C3(C(N(C1=C2)CCC(F)(F)F)=O)CC3